N-(4-((4-(4-((2,6-dioxopiperidin-3-yl)amino)benzyl)piperazin-1-yl)methyl)-3-(trifluoromethyl)phenyl)-3-(imidazo[1,2-b]pyridazin-3-ylethynyl)-4-methylbenzamide O=C1NC(CCC1NC1=CC=C(CN2CCN(CC2)CC2=C(C=C(C=C2)NC(C2=CC(=C(C=C2)C)C#CC2=CN=C3N2N=CC=C3)=O)C(F)(F)F)C=C1)=O